NCCCCCCCC(=O)OCC1=CC(=CC(=C1)CCCCCC)CCCCCC (3,5-dihexylphenyl)methyl 8-aminooctanoate